(3-Bromopyridin-2-yl)methanamine BrC=1C(=NC=CC1)CN